N1-[2-(dimethylamino)ethyl]-N4-[5-ethynyl-7-(4-methylpyrazol-1-yl)pyrido[2,3-d]pyrimidin-2-yl]-N1-methylbenzene-1,4-diamine CN(CCN(C1=CC=C(C=C1)NC=1N=CC2=C(N1)N=C(C=C2C#C)N2N=CC(=C2)C)C)C